FC(C1=NC=C(C(=C1)C1=CC(=NC=C1C(=O)NS(=O)(=O)CC)N1C(C=C(C=C1)C)=C=O)OC)F 2''-(Difluoromethyl)-N-(ethylsulfonyl)-5''-methoxy-4-methyl-2-carbonyl-2H-[1,2':4',4''-terpyridine]-5'-carboxamide